CC1CN(CC(O1)C)S(=O)(=O)C=1C=C(C=CC1)C(CC#N)N1N=CC(=C1)C=1C2=C(N=CN1)NC=C2 3-{3-[(2,6-dimethylmorpholin-4-yl)sulfonyl]phenyl}-3-[4-(7H-pyrrolo[2,3-d]pyrimidin-4-yl)-1H-pyrazol-1-yl]-propanenitrile